tert-Butyl 4-(2,2,2-trifluoro-1-((3-(trifluoromethyl)benzyl)amino)ethyl)piperidine-1-carboxylate FC(C(NCC1=CC(=CC=C1)C(F)(F)F)C1CCN(CC1)C(=O)OC(C)(C)C)(F)F